(1S,2S)-N-(6-(7-((1H-imidazol-1-yl)methyl)-5-chloro-6-fluoro-1H-indazol-4-yl)imidazo[1,2-a]pyrazin-2-yl)-2-fluorocyclopropane-1-carboxamide N1(C=NC=C1)CC=1C(=C(C(=C2C=NNC12)C=1N=CC=2N(C1)C=C(N2)NC(=O)[C@H]2[C@H](C2)F)Cl)F